BrC1=CC=C(C=C1)/N=N/C=1C=C2C=CC(OC2=CC1)=O (E)-6-((4-bromophenyl)diazenyl)-2-oxo-2H-chromene